(6-((2-chloro-5-fluoro-7H-pyrrolo[2,3-d]pyrimidin-7-yl)methyl)pyridin-2-yl)dimethylphosphine oxide ClC=1N=CC2=C(N1)N(C=C2F)CC2=CC=CC(=N2)P(C)(C)=O